(1S,4S,7R)-2-(4-methoxybenzyl)-7-(methoxymethoxy)-2-azabicyclo[2.2.1]Heptane-3,6-dione COC1=CC=C(CN2[C@@H]3C(C[C@H](C2=O)[C@H]3OCOC)=O)C=C1